(4s)-1-(6-Aminohexanoyl)-N-[(3S)-2,6-dioxo-3-piperidyl]-3,4-dihydro-2H-quinoline-4-carboxamide hydrochloride salt Cl.NCCCCCC(=O)N1CC[C@@H](C2=CC=CC=C12)C(=O)N[C@@H]1C(NC(CC1)=O)=O